COC(C(CCOC)=O)OC 1,1,4-Trimethoxybutan-2-one